methyl 4-amino-1-(bicyclo[1.1.1]pent-1-yl)-6-oxo-1,6-dihydropyridine-3-carboxylate NC=1C(=CN(C(C1)=O)C12CC(C1)C2)C(=O)OC